N-[4-(5-cyclopropyl-1,3,4-oxadiazol-2-yl)-3-{[(dimethylamino)methylidene]sulfamoyl}phenyl]-2-(2-fluorophenyl)acetamide C1(CC1)C1=NN=C(O1)C1=C(C=C(C=C1)NC(CC1=C(C=CC=C1)F)=O)S(N=CN(C)C)(=O)=O